n-pentylphosphonate C(CCCC)P([O-])([O-])=O